C1(CC1)C1=C(C=CC(=C1)F)NC1=C(C(=O)O)C=CC=C1 2-((2-cyclopropyl-4-fluorophenyl)amino)benzoic acid